N-(p-toluenesulfonyl)-L-alanine CC1=CC=C(C=C1)S(=O)(=O)N[C@@H](C)C(=O)O